iron (II) nitrate [N+](=O)([O-])[O-].[Fe+2].[N+](=O)([O-])[O-]